4-[[2-(1-tetrahydropyran-2-yl-indazol-6-yl)acetyl]amino]pyridine-2-carboxylic acid O1C(CCCC1)N1N=CC2=CC=C(C=C12)CC(=O)NC1=CC(=NC=C1)C(=O)O